2-(5-chlorobenzofuran-2-yl)-2,2-difluoro-N-((1s,2r)-1-hydroxy-3-(pyrrolidin-1-yl)-1-(4-(trifluoromethoxy)phenyl)propan-2-yl)acetamide ClC=1C=CC2=C(C=C(O2)C(C(=O)N[C@@H]([C@H](C2=CC=C(C=C2)OC(F)(F)F)O)CN2CCCC2)(F)F)C1